2-((2-(6-Fluoro-5-(4-fluoro-3-(1-(tetrahydro-2H-pyran-2-yl)-1H-pyrazol-3-yl)phenoxy)-1-tosyl-1H-indol-4-yl)ethyl)thio)ethane-1-thiol FC1=C(C(=C2C=CN(C2=C1)S(=O)(=O)C1=CC=C(C)C=C1)CCSCCS)OC1=CC(=C(C=C1)F)C1=NN(C=C1)C1OCCCC1